methyl (R)-4-(3-(4-amino-3-(4-phenoxyphenyl)-1H-pyrazolo[3,4-d]pyrimidin-1-yl)piperidin-1-yl)-4-oxobutanoate NC1=C2C(=NC=N1)N(N=C2C2=CC=C(C=C2)OC2=CC=CC=C2)[C@H]2CN(CCC2)C(CCC(=O)OC)=O